N-{4-[(dimethylamino)methyl]benzene-sulfonyl}-2-[4-(2H-indazol-2-yl)-2,6-bis(propan-2-yl)phenyl]acetamide CN(C)CC1=CC=C(C=C1)S(=O)(=O)NC(CC1=C(C=C(C=C1C(C)C)N1N=C2C=CC=CC2=C1)C(C)C)=O